3-(5-(1-(2-(benzyl(methyl)amino)ethyl)piperidin-4-yl)-6-fluoro-1-oxoisoindolin-2-yl)piperidine-2,6-dione C(C1=CC=CC=C1)N(CCN1CCC(CC1)C=1C=C2CN(C(C2=CC1F)=O)C1C(NC(CC1)=O)=O)C